C(C1=CC=CC=C1)N1N=C(C2=CC=CC=C12)C1=CC=C(C(=O)NN)C=C1 4-(1-benzyl-1H-indazol-3-yl)benzoyl-hydrazine